FC(C1=CC=2C=NC(=CC2N1)NC(=O)C1CCCC1)(F)F N-(2-(trifluoromethyl)-1H-pyrrolo[3,2-c]pyridin-6-yl)cyclopentanecarboxamide